F[P-](F)(F)(F)(F)F.CN(C)C(=[N+]1N=[N+](C2=NC=CC=C21)[O-])N(C)C 1-[bis(dimethylamino)methylene]-1H-1,2,3-triazolo(4,5-b)Pyridinium 3-oxide hexafluorophosphate